5-methyl-2,3-dihydroisoindole CC=1C=C2CNCC2=CC1